7-Chloro-5-methoxy-1H-indole ClC=1C=C(C=C2C=CNC12)OC